6-[4-(difluoromethylene)-1-piperidinyl]-N-methyl-5-(trifluoromethyl)-2,3-dihydrobenzofuran-3-amine FC(=C1CCN(CC1)C1=CC2=C(C(CO2)NC)C=C1C(F)(F)F)F